(3-bromo-5-fluoro-4-methoxyphenyl)(oxazol-5-yl)methanone BrC=1C=C(C=C(C1OC)F)C(=O)C1=CN=CO1